COC1C(CCCC12CC=CC2)(C)C 10-METHOXY-9,9-DIMETHYLSPIRO[4.5]DEC-2-ENE